5-difluoromethoxy-N1-(2-dimethylaminoethyl)-N1-methyl-N4-[4-(1-methylindol-3-yl)pyrimidin-2-yl]benzene-1,2,4-triamine FC(OC1=C(C=C(C(=C1)N(C)CCN(C)C)N)NC1=NC=CC(=N1)C1=CN(C2=CC=CC=C12)C)F